1-(tert-butoxycarbonyl)azetidin-3-yl 3-((3-isopropyl-5-((tetrahydro-2H-pyran-4-yl)amino)pyrazolo[1,5-a]pyrimidin-7-yl)amino)-8-azabicyclo[3.2.1]octane-8-carboxylate C(C)(C)C=1C=NN2C1N=C(C=C2NC2CC1CCC(C2)N1C(=O)OC1CN(C1)C(=O)OC(C)(C)C)NC1CCOCC1